2-(6-hydroxyspiro[2.5]octan-6-yl)ethan-1-one OC1(CCC2(CC2)CC1)CC=O